2-(3,5-dichloro-4-[[3-isopropyl-1-(4-methyl-benzenesulfonyl)indol-5-yl]oxy]phenyl)-3,5-dioxo-4H-1,2,4-triazine-6-carbonitrile ClC=1C=C(C=C(C1OC=1C=C2C(=CN(C2=CC1)S(=O)(=O)C1=CC=C(C=C1)C)C(C)C)Cl)N1N=C(C(NC1=O)=O)C#N